dimethyl-sulfydryl-imino iodide CS(N(I)I)C